ClC1=NC2=CC=CC=C2C(=N1)NC1=NNC=C1 2-chloro-N-(1H-pyrazol-3-yl)quinazolin-4-amine